nitrophthalic acid monosodium salt [Na+].[N+](=O)([O-])C1=C(C(C(=O)[O-])=CC=C1)C(=O)O